2-(4-((4-((3-chloro-2-fluoro-phenyl)amino)quinazolin-6-yl)oxy)piperidin-1-yl)-N-methylacetamide ClC=1C(=C(C=CC1)NC1=NC=NC2=CC=C(C=C12)OC1CCN(CC1)CC(=O)NC)F